COC1=NC=CC(=C1)C=1C=C(C(=C(C1)O)[C@H]1[C@@H](C[C@@H](C(=C1)C)O)C(=C)C)O (1'R,2'R,4'S)-4-(2-methoxypyridin-4-yl)-5'-methyl-2'-(prop-1-en-2-yl)-1',2',3',4'-tetrahydro-[1,1'-biphenyl]-2,4',6-triol